FC(OCC1N(CCC1)C(=O)[O-])F 2-((difluoromethoxy)methyl)pyrrolidin-1-carboxylate